NC1=NC=2N=CC(=CC2C2=C1COC2)C(=O)N([C@@H](C)C2=NC=C(C=C2)C(F)(F)F)CC 4-amino-N-ethyl-N-((1S)-1-(5-(trifluoromethyl)-2-pyridinyl)ethyl)-1,3-dihydrofuro[3,4-c][1,8]naphthyridine-8-carboxamide